6-((1R,5S)-8-oxa-3-azabicyclo[3.2.1]octan-3-yl)-5-methoxypyridin-3-amine [C@H]12CN(C[C@H](CC1)O2)C2=C(C=C(C=N2)N)OC